CC1=C(C=CC=C1)C1=CC=CC=C1 2-methyl-biphenyl